OCC(C)(C)NC(=O)C=1C=2C[C@@H]3[C@H](C2N(N1)C1=NC(=CN=C1)Cl)C3 (1aR,5aR)-2-(6-Chloro-pyrazin-2-yl)-1a,2,5,5a-tetrahydro-1H-2,3-diaza-cyclopropa[a]pentalene-4-carboxylic acid (2-hydroxy-1,1-dimethyl-ethyl)-amide